NC1=C(CCCC1)N diaminocyclohexaneN